C(CC)N1CC(OCC1)CCCCC N-propyl-2-pentyl-morpholine